1-(3-hydroxypiperidin-1-yl)-2-(4-phenyl-3,4-dihydroquinoxaline-1(2H)-yl)ethan-1-one OC1CN(CCC1)C(CN1CCN(C2=CC=CC=C12)C1=CC=CC=C1)=O